6-(6-ethoxypyridin-3-yl)pyrazine-2-carbohydrazide C(C)OC1=CC=C(C=N1)C1=CN=CC(=N1)C(=O)NN